3-(1-(3-bromo-5-chloro-4-fluoro-2-isopropoxyphenyl)ethyl)-1-chloroimidazo[1,5-a]pyrazin-8-amine BrC=1C(=C(C=C(C1F)Cl)C(C)C1=NC(=C2N1C=CN=C2N)Cl)OC(C)C